3,3-dihydroxymethyl-oxetane copper aluminum [Al].[Cu].OCC1(COC1)CO